C(C1=CC=CC=C1)OC(=O)N1C[C@@H](N(CC1)CCN1CCC(CC1)CN1CCN(CC1)C=1C=C2C(N(C(C2=CC1)=O)C1C(NC(CC1)=O)=O)=O)C (3S)-4-[2-[4-[[4-[2-(2,6-dioxo-3-piperidinyl)-1,3-dioxo-isoindolin-5-yl]piperazin-1-yl]methyl]-1-piperidinyl]ethyl]-3-methyl-piperazine-1-carboxylic acid benzyl ester